8-[(3,5-dimethyl-1-piperidyl)methyl]-2,3-dihydro-1,4-benzoxazepin-5-one CC1CN(CC(C1)C)CC1=CC2=C(C(NCCO2)=O)C=C1